tert-butyl (2S,4S)-2-((5-chloro-2,4-difluorophenyl)(methyl)aminocarbonyl)-4-hydroxy-4-methylpyrrolidine-1-Formate ClC=1C(=CC(=C(C1)N(C(=O)[C@H]1N(C[C@@](C1)(C)O)C(=O)OC(C)(C)C)C)F)F